s-Butyl Mercaptan C(C)(CC)S